(2S,4R)-1-[(2S)-2-(4-cyclopropyltriazol-1-yl)-3,3-dimethyl-butanoyl]-N-[[3-[(3-fluorophenyl)methylsulfamoyl]phenyl]methyl]-4-hydroxy-pyrrolidine-2-carboxamide C1(CC1)C=1N=NN(C1)[C@H](C(=O)N1[C@@H](C[C@H](C1)O)C(=O)NCC1=CC(=CC=C1)S(NCC1=CC(=CC=C1)F)(=O)=O)C(C)(C)C